FC1=C(C=CC=C1)C1=C(C=CC=C1)C1=CC=CC=C1 1-(2-fluorophenyl)-2-phenylbenzene